C12CC(CC2N1)C1=C(C(=NC=C1)COC)CC1=NN(C(=C1)C(=O)N)[C@@H]1CCC=2N(C=NC21)C 3-[(6-Azabicyclo[3.1.0]hexan-3-yl)-2-(methoxymethyl)pyridin-3-yl]methyl-1-N-[(4R)-1-methyl-1H,4H,5H,6H-cyclopenta[d]imidazol-4-yl]-1H-pyrazole-5-carboxamide